NCCCCCCOC1=CC=2C(N(C(C3=CC=C1CC23)=O)C2C(NC(CC2)=O)=O)=O 5-((6-aminohexyl)oxy)-2-(2,6-dioxopiperidin-3-yl)-1H-benzo[des]isoquinoline-1,3(2H)-dione